Tert-butyl 6-benzyl-3,4,6,7-tetrahydro-5,7-dioxo-2H-pyrrolo[3,4-b]pyridine-1(5H)carboxylate C(C1=CC=CC=C1)N1C(C=2N(CCCC2C1=O)C(=O)OC(C)(C)C)=O